N-[(3S)-2,6-dioxo-3-piperidinyl]chroman-4-carboxamide O=C1NC(CC[C@@H]1NC(=O)C1CCOC2=CC=CC=C12)=O